trinitromethyl-naphthalene [N+](=O)([O-])C([N+](=O)[O-])([N+](=O)[O-])C1=CC=CC2=CC=CC=C12